4-(((R)-4-((S)-2-(((tert-butyldiphenylsilyl)oxy)methyl)morpholino)-1-(phenylthio)butan-2-yl)amino)-3-((trifluoromethyl)sulfonyl)benzenesulfonamide [Si](C1=CC=CC=C1)(C1=CC=CC=C1)(C(C)(C)C)OC[C@H]1OCCN(C1)CC[C@H](CSC1=CC=CC=C1)NC1=C(C=C(C=C1)S(=O)(=O)N)S(=O)(=O)C(F)(F)F